2-(4-(2-(methylamino)quinolin-7-yl)benzyl)-5-phenyl-2,7-naphthyridin-1(2H)-one CNC1=NC2=CC(=CC=C2C=C1)C1=CC=C(CN2C(C3=CN=CC(=C3C=C2)C2=CC=CC=C2)=O)C=C1